1,2-bis(methacryloyloxyethylthioethyl)ethane C(C(=C)C)(=O)OCCSCCCCCCSCCOC(C(=C)C)=O